2-(2-(3-fluorophenyl)hydrazono)acetaldehyde O-benzyl oxime C(C1=CC=CC=C1)ON=CC=NNC1=CC(=CC=C1)F